3,3-dimethylpiperidin-4-ol HCl Cl.CC1(CNCCC1O)C